3-((2-((2-(difluoromethoxy)-4-morpholinophenyl)amino)-5-(trifluoromethyl)pyrimidin-4-yl)amino)thiophene-2-carboxamide FC(OC1=C(C=CC(=C1)N1CCOCC1)NC1=NC=C(C(=N1)NC1=C(SC=C1)C(=O)N)C(F)(F)F)F